N-(3-(carbamoylamino)-4-fluorophenyl)-5-chloro-2-(7-fluorobenzopyran-4-yl)-4-trifluoromethylbenzamide C(N)(=O)NC=1C=C(C=CC1F)NC(C1=C(C=C(C(=C1)Cl)C(F)(F)F)C1=CCOC2=C1C=CC(=C2)F)=O